4'-((1-methyl-1H-pyrazol-4-yl)methyl)-N-(1-methylcyclopropyl)-5'-oxo-4',5'-dihydro-1'H-spiro[cyclopropane-1,2'-imidazo[1,2-a]quinazoline]-7'-sulfonamide CN1N=CC(=C1)CN1C=2N(C3=CC=C(C=C3C1=O)S(=O)(=O)NC1(CC1)C)CC1(N2)CC1